8-fluoro-6-(2-(((3R,4S)-3-fluoro-1-(oxetan-3-yl)piperidin-4-yl)amino)-4-methoxypyrrolo[2,1-f][1,2,4]triazin-5-yl)-N-methylimidazo[1,2-a]pyridine-3-carboxamide FC=1C=2N(C=C(C1)C=1C=CN3N=C(N=C(C31)OC)N[C@@H]3[C@@H](CN(CC3)C3COC3)F)C(=CN2)C(=O)NC